C(\C=C\C(=O)O)(=O)O.CN N-methylamine fumarate